CC(C(=O)ONC(=O)OC(C)(C)C)CC(=O)N1CCN(CC1)C ((t-butoxycarbonyl) amino) methyl-4-(4-methylpiperazin-1-yl)-4-oxobutanoate